1-Cyclopentyl-3-(4-phenoxyphenyl)-1H-pyrazolo[3,4-d]pyrimidin-4-amine C1(CCCC1)N1N=C(C=2C1=NC=NC2N)C2=CC=C(C=C2)OC2=CC=CC=C2